3-(benzylthio)-5-(3-methoxypropoxy)pyridine tert-butyl-(4-cyanobicyclo[2.2.1]heptan-1-yl)carbamate C(C)(C)(C)N(C(O)=O)C12CCC(CC1)(C2)C#N.C(C2=CC=CC=C2)SC=2C=NC=C(C2)OCCCOC